OC1(C=C(C=2N1C=1C=CC=CC1C2CC#N)C2=CC=CC=C2)C(F)(F)F 2-(3-Hydroxy-1-phenyl-3-(trifluoromethyl)-3H-pyrrolo[1,2-a]indol-9-yl)acetonitrile